N'-(2,2-difluoroacetyl)-4-((2,5-dioxo-3-phenylimidazolin-1-yl)methyl)-3-fluorobenzoyl-hydrazine FC(C(=O)NNC(C1=CC(=C(C=C1)CN1C(N(CC1=O)C1=CC=CC=C1)=O)F)=O)F